C([C@@H](O)C)(=O)[O-].[Ca+2].C([C@@H](O)C)(=O)[O-] Calcium L-lactate